2H-pyran-4-yl 4-methylbenzenesulfonate CC1=CC=C(C=C1)S(=O)(=O)OC1=CCOC=C1